3-(2-methoxy-5-propylphenyl)-5-((4-methoxypiperidine-1-yl)methyl)isoxazole COC1=C(C=C(C=C1)CCC)C1=NOC(=C1)CN1CCC(CC1)OC